ClC=1C(=CC2=C(N=C3C(NC(N=C3N2CCOCC2CCCCC2)=O)=O)C1)CC 7-chloro-10-(2-(cyclohexylmethoxy)ethyl)-8-ethylbenzo[g]pteridine-2,4(3H,10H)-dione